3-amino-2-(4-methoxyphenyl)-N-[3-(1H-pyrazol-4-yl)-1H-indol-7-yl]propionamide NCC(C(=O)NC=1C=CC=C2C(=CNC12)C=1C=NNC1)C1=CC=C(C=C1)OC